COC1=C(C=CC=C1)C1=CC(=CC=C1)C1=CC(=CC(=C1)C)C 2-methoxy-3'',5''-dimethyl-1,1':3',1''-terphenyl